9,9-bis(2-carbamoylethyl)fluorene C(N)(=O)CCC1(C2=CC=CC=C2C=2C=CC=CC12)CCC(N)=O